5-{1-fluoro-3-hydroxy-7-[2-(propan-2-yl)morpholin-4-yl]-5,6,7,8-tetrahydronaphthalen-2-yl}-1λ6,2,5-thiadiazolidine-1,1,3-trione FC1=C(C(=CC=2CCC(CC12)N1CC(OCC1)C(C)C)O)N1CC(NS1(=O)=O)=O